FC(C=1C=2N(C=CC1)N=C(C2)[C@H]2N(CCC1=C2N=CN1)C1=NC=C(C=N1)N)(F)F (S)-2-(4-(4-(trifluoromethyl)pyrazolo[1,5-a]pyridin-2-yl)-1,4,6,7-tetrahydro-5H-imidazo[4,5-c]pyridin-5-yl)pyrimidin-5-amine